Bromophenylalanine BrN[C@@H](CC1=CC=CC=C1)C(=O)O